BrC=1CCCC2=C(C1C1=CC=C(C=C1)CC1CN(C1)CCCF)C=CC(=C2)C(=O)OC methyl 8-bromo-9-(4-((1-(3-fluoropropyl)azetidin-3-yl)methyl)phenyl)-6,7-dihydro-5H-benzo[7]annulene-3-carboxylate